tert-butyl (2'-amino-[4,4'-bipyridin]-2-yl)(methyl)carbamate NC1=NC=CC(=C1)C1=CC(=NC=C1)N(C(OC(C)(C)C)=O)C